2-ethoxy-N,N-diethylhexylaniline C(C)OC(CC1=C(N(CC)CC)C=CC=C1)CCCC